1-(9Z-hexadecenoyl)-2-(11Z-eicosenoyl)-glycero-3-phosphoserine CCCCCCCC/C=C\CCCCCCCCCC(=O)O[C@H](COC(=O)CCCCCCC/C=C\CCCCCC)COP(=O)(O)OC[C@@H](C(=O)O)N